[18F]C1=CC=C(C=NOCCCCCCN2C(C=CC2=O)=O)C=C1 N-[6-(4-[18F]fluorobenzylidene)aminooxyhexyl]maleimide